C(C)(=O)N1CCC(CC1)NCC1=CN(C2=CC(=CC=C12)C1=NC=CC(=C1Cl)C=1C(=C(C=CC1)C1=CC=C(C(=N1)OC)CNC[C@H]1CCC(N1)=O)Cl)C (R)-5-((((6-(3-(2-(3-(((1-acetylpiperidin-4-yl)amino)methyl)-1-methyl-1H-indol-6-yl)-3-chloropyridin-4-yl)-2-chlorophenyl)-2-methoxypyridin-3-yl)methyl)amino)methyl)pyrrolidin-2-one